3-((tert-butyloxycarbonyl)(methyl)amino)-2-(3-chloro-4-fluorophenyl)propanoic acid C(C)(C)(C)OC(=O)N(CC(C(=O)O)C1=CC(=C(C=C1)F)Cl)C